FC(C(=O)O)(F)F.CC1=NOC(=C1C1=C2CCC(N3C2=C(C=C1)NC3=O)C3=NC=CC=C3)C 7-(3,5-Dimethylisoxazol-4-yl)-4-pyridin-2-yl-5,6-dihydro-4H-imidazo[4,5,1-ij]quinolin-2(1H)-one trifluoroacetate